(3aS,4S,6aR)-N-[5-[(1,1-dimethylethoxy)carbonyl]aminopentyl]hexahydro-2-oxo-1H-thieno[3,4-d]imidazole-4-pentanamide CC(C)(OC(=O)NCCCCCNC(CCCC[C@@H]1SC[C@@H]2NC(N[C@@H]21)=O)=O)C